OCCCCC1C(NC(N1)=O)=O 5-(4-hydroxybutyl)hydantoin